6-(2-Chloro-4-methylphenyl)-2-[(dimethylamino)methyl]-1H-benzimidazole-4-carboxylic acid ClC1=C(C=CC(=C1)C)C=1C=C(C2=C(NC(=N2)CN(C)C)C1)C(=O)O